C1(=CC=CC=C1)C1=NN(C2=CC=C(C=C12)B1OC(C(O1)(C)C)(C)C)C(=O)[O-] 3-phenyl-5-(4,4,5,5-tetramethyl-1,3,2-dioxaborolan-2-yl)-1H-indazole-1-carboxylate